4-(2-bromo-4-(2-((2-chloro-4-(trifluoromethyl)phenyl)amino)-2-oxoethyl)-5-ethyl-7-oxo-4,7-dihydropyrazolo[1,5-a]pyrimidin-6-yl)piperazine-1-carboxylic acid tert-butyl ester C(C)(C)(C)OC(=O)N1CCN(CC1)C1=C(N(C=2N(C1=O)N=C(C2)Br)CC(=O)NC2=C(C=C(C=C2)C(F)(F)F)Cl)CC